C(C)(=O)N1CC=2N(CC1)C(=NC2C2=CC=NC1=CC(=CC=C21)N2CCN(CC2)C(=O)OC(C)(C)C)C2CCOCC2 tert-butyl 4-(4-(7-acetyl-3-(tetrahydro-2H-pyran-4-yl)-5,6,7,8-tetrahydroimidazo[1,5-a]pyrazin-1-yl)quinolin-7-yl)piperazine-1-carboxylate